4-(5-(methylthio)-3-phenyl-1H-pyrazol-1-yl)benzoic acid ethyl ester C(C)OC(C1=CC=C(C=C1)N1N=C(C=C1SC)C1=CC=CC=C1)=O